ClC1=C(C=CC(=C1)Cl)C=1CCCC2=C(C1C1=NC=C(C=C1F)C=C1CN(C1)CCCF)C=CC=C2 8-(2,4-Dichlorophenyl)-9-(3-fluoro-5-((1-(3-fluoropropyl)azetidin-3-yliden)methyl)pyridin-2-yl)-6,7-dihydro-5H-benzo[7]annulen